S1C=NC(=C1)C=O (thiazol-4-yl)methanone